(R)-3-(6-morpholino-1H-benzo[d]imidazol-2-yl)-N-(pyrrolidin-3-yl)-1H-indazole-5-carboxamide O1CCN(CC1)C=1C=CC2=C(NC(=N2)C2=NNC3=CC=C(C=C23)C(=O)N[C@H]2CNCC2)C1